4-(2-chlorotetrafluoroethyltetrafluoro-λ6-sulfanyl)chlorobenzene ClC(C(F)(F)S(C1=CC=C(C=C1)Cl)(F)(F)(F)F)(F)F